(18S)-18-(hydroxymethyl)-17-oxa-4,14,21-triazahexacyclo[19.6.1.1^{7,14}.0^{2,6}.0^{8,13}.0^{22,27}]nonacosa-1(28),2(6),7(29),8,10,12,22(27),23,25-nonaene-3,5-dione OC[C@H]1OCCN2C3=CC=CC=C3C(C=3C(NC(C3C=3C=4C=CC=CC4N(CC1)C3)=O)=O)=C2